ClC1=NN(C(C=2C1=CN(C(C2)=O)C2(COCC2)C(F)(F)F)=O)C 4-chloro-2-methyl-6-(3-(trifluoromethyl)tetrahydrofuran-3-yl)-2,6-dihydropyrido[3,4-d]pyridazine-1,7-dione